ClC=1N=C(C(=NC1Cl)C(=O)OC)N methyl 5,6-dichloro-3-aminopyrazine-2-carboxylate